O1C(NC2=C1C=CC(=C2)C2(NC(=NC=C2C)NC=2C=C1CN(CC1=CC2)CCC(C)C)N)=O 4-(benzo[d]oxazol-2(3H)-one-5-yl)-N2-(2-isopentylisoindolin-5-yl)-5-methylpyrimidine-2,4-diamine